2,4,4-Trimethylpentyl-2-hydroperoxide CC(C)(C)CC(C)(C)OO